tert-butyl ((4-(4-(4-fluoroisoindoline-2-carboxamido)phenyl) piperidin-1-yl)sulfonyl)carbamate FC1=C2CN(CC2=CC=C1)C(=O)NC1=CC=C(C=C1)C1CCN(CC1)S(=O)(=O)NC(OC(C)(C)C)=O